O1P(OC1CO)(=O)OP(=O)([O-])[O-] hydroxyethylidene diphosphate